1-[((3R)-6-but-2-ynyloxy-3-methyl-3,4-dihydronaphthalen-2-yl)methyl]-3-fluoroazetidine-3-carboxylic acid C(C#CC)OC=1C=C2C[C@H](C(=CC2=CC1)CN1CC(C1)(C(=O)O)F)C